C(C)OCC(OCC(OC(C)(C)C)C)C 2-[2-(2-ethoxy-1-methyl-ethoxy)-1-methyl-ethoxy]-2-methyl-propane